N-(5-bromo-2,4-difluorophenyl)cyclopropanecarboxamide BrC=1C(=CC(=C(C1)NC(=O)C1CC1)F)F